C1(=CC=CC=C1)P(C1=CC=CC=C1)(C1=CC=CC=C1)[Pd-] triphenylphosphinopalladium (0)